(E)-N-(4-((3-chloro-2-fluorophenyl)amino)-7-(((1R,5S)-3-methyl-4-oxo-3-azabicyclo[3.1.0]hexan-1-yl)ethynyl)quinazolin-6-yl)-4-(morpholino-d8)but-2-enamide ClC=1C(=C(C=CC1)NC1=NC=NC2=CC(=C(C=C12)NC(\C=C\CN1C(C(OC(C1([2H])[2H])([2H])[2H])([2H])[2H])([2H])[2H])=O)C#C[C@@]12CN(C([C@H]2C1)=O)C)F